3-Hydroxymethyl-bicyclo[1.1.1]pentane-1-carboxylic acid OCC12CC(C1)(C2)C(=O)O